C(C1=CC=CC=C1)OC(=O)N[C@@H](C(=O)O)CCCCNC(=O)OC(C)(C)C (2R)-2-{[(benzyloxy)carbonyl]amino}-6-[(tert-butoxycarbonyl)amino]hexanoic acid